4-aminobutyl-(carboxymethyl)-[5-[[4-[[3-(2,3-difluoro-4-methoxy-phenyl)imidazo[1,2-a]pyrazin-8-yl]amino]-2-ethyl-benzoyl]amino]pentyl]-methyl-ammonium formate C(=O)[O-].NCCCC[N+](C)(CCCCCNC(C1=C(C=C(C=C1)NC=1C=2N(C=CN1)C(=CN2)C2=C(C(=C(C=C2)OC)F)F)CC)=O)CC(=O)O